N-[(1S)-1-(3-iodophenyl)ethyl]-2,6-dimethyl-furo[2,3-d]pyrimidin-4-amine IC=1C=C(C=CC1)[C@H](C)NC=1C2=C(N=C(N1)C)OC(=C2)C